FC(C1=NC=CC(=C1)C1CCC(CC1)N1CC2(CS(C2)(=O)=O)CCC1)(F)F 6-((1r,4r)-4-(2-(Trifluoromethyl)pyridin-4-yl)cyclohexyl)-2-thia-6-azaspiro[3.5]nonane 2,2-dioxide